methyl α-D-glucopyranoside (Methyl α-D-glucopyranosid) C[C@@]1(O)[C@H](O)[C@@H](O)[C@H](O)[C@H](O1)CO.O([C@@H]1[C@H](O)[C@@H](O)[C@H](O)[C@H](O1)CO)C